(±)-cis-3-benzyloxy-2-methyl-cyclobutanone C(C1=CC=CC=C1)O[C@@H]1[C@@H](C(C1)=O)C |r|